tert-butyl 4-[5-methyl-1-[4-(trifluoromethyl)phenyl]pyrazol-3-yl]piperazine-1-carboxylate CC1=CC(=NN1C1=CC=C(C=C1)C(F)(F)F)N1CCN(CC1)C(=O)OC(C)(C)C